FC1=C(C(=CC=C1)F)C1=N[C@H](C2=NC(=NN2C=2SC=3CCCOCC3C12)C)C (7S)-9-(2,6-difluorophenyl)-4,7-dimethyl-13-oxa-18-thia-2,3,5,8-tetraazatetracyclo[8.8.0.02,6.011,17]octadeca-1(10),3,5,8,11(17)-pentaene